CCCCCCCC/C=C\\CCCCCCCC(=O)OCCCC The molecule is a fatty acid ester obtained by the formal condensation of the hydroxy group of butan-1-ol with the carboxy group of oleic acid. It has a role as a human metabolite. It derives from a butan-1-ol and an oleic acid.